N-(2-Chloro-6-((1-methyl-1H-pyrazol-5-yl)oxy)pyridin-4-yl)-5-(2-(methylsulfonyl)propan-2-yl)benzo[b]thiophen-2-carboxamid ClC1=NC(=CC(=C1)NC(=O)C1=CC2=C(S1)C=CC(=C2)C(C)(C)S(=O)(=O)C)OC2=CC=NN2C